BrC=1C=NN2C1N=C(C=C2)N2CCN(CC2)C(=O)O[C@@H]2CNC(C2)=O (S)-5-oxopyrrolidin-3-yl 4-(3-bromopyrazolo[1,5-a]pyrimidin-5-yl)piperazine-1-carboxylate